CC1=CC=C(C=C1)S(=O)(=O)OC methyl p-toluenesulphonate